C(C)(=O)N[C@H]1C[C@](CC1)(C(=O)N[C@@H](C1(CCCC1)C)C1=C(C(=CC=C1F)Cl)Cl)C (1S,3R)-3-acetamido-N-((S)-(2,3-dichloro-6-fluorophenyl)(1-methylcyclopentyl)methyl)-1-methylcyclopentane-1-carboxamide